3-[1-methyl-6-[1-[[(3S,4S)-3-(trifluoromethyl)-4-piperidyl]methyl]-4-piperidyl]indazol-3-yl]piperidine-2,6-dione CN1N=C(C2=CC=C(C=C12)C1CCN(CC1)C[C@@H]1[C@@H](CNCC1)C(F)(F)F)C1C(NC(CC1)=O)=O